FC1=C(C=C(C=C1)F)N1C[C@H](CC1)C(=O)OC Methyl (3S)-1-(2,5-difluorophenyl)pyrrolidine-3-carboxylate